ClC1=C(C(=CC=C1)F)NC(=O)C1=CC(=C(C=C1O[C@H](C(F)(F)F)C)N1N=C(N(C1=O)C1CCC1)C(=O)O)F 1-(4-[(2-chloro-6-fluorophenyl)carbamoyl]-2-fluoro-5-{[(2S)-1,1,1-trifluoropropan-2-yl]oxy}phenyl)-4-cyclobutyl-5-oxo-4,5-dihydro-1H-1,2,4-triazole-3-carboxylic acid